BrC1=CC=C(OCC2N(C(OC2)=O)CC)C=C1 4-((4-bromophenoxy)methyl)-3-ethyloxazolidin-2-one